CC=1OC(=CC1C(=O)O)C1=CC(=CC=C1)C(F)(F)F 2-methyl-5-(3-trifluoromethylphenyl)furan-3-carboxylic acid